ClC=1C=C(C2=C(C=C(O2)CNC(=O)C=2C=NN3C2N=CC=C3)C1)C(=O)OCC1=CC(=CC=C1)CO 3-(Hydroxymethyl)benzyl 5-chloro-2-((pyrazolo[1,5-a]pyrimidine-3-carboxamido)methyl)benzofuran-7-carboxylate